ClCC(=O)NC1=C(C=C(C(=C1)C#N)F)NC[C@H]1OCC1 (S)-2-chloro-N-(5-cyano-4-fluoro-2-((oxetan-2-ylmethyl)amino)phenyl)acetamide